S(=O)(=O)(O)CN(C)C sulfo-trimethylamine